7-Bromo-3-chlorobenzothiophene-2-carboxylic acid ethyl ester C(C)OC(=O)C=1SC2=C(C1Cl)C=CC=C2Br